(±)-trans-4-phenyl-N-[3-(pyrid-2-yloxy)phenyl]Pyrrolidine-3-carboxamide C1(=CC=CC=C1)[C@H]1[C@@H](CNC1)C(=O)NC1=CC(=CC=C1)OC1=NC=CC=C1 |r|